6-[3-ethyl-2-fluoro-4-(methoxymethyloxy)phenyl]-5-methyl-4,5-dihydro-2H-pyridazin-3-one C(C)C=1C(=C(C=CC1OCOC)C=1C(CC(NN1)=O)C)F